(S)-(4-((5-fluoro-4-((S)-2,2,5-trimethylmorpholino)pyrimidin-2-yl)amino)phenyl)(imino)(methyl)-λ6-sulfanone FC=1C(=NC(=NC1)NC1=CC=C(C=C1)[S@@](=O)(C)=N)N1CC(OC[C@@H]1C)(C)C